ClC=1C=C(C=CC1F)SC1=C2C=C(NC2=C(C=C1)F)C(=O)O 4-((3-chloro-4-fluorophenyl)mercapto)-7-fluoro-1H-indole-2-carboxylic acid